1,2-bis(tribromophenoxy)ethaneN BrC1=C(C(=C(OC=COC2=C(C(=C(C=C2)Br)Br)Br)C=C1)Br)Br